(E)-N-(4-(difluoromethyl)-5-fluoro-2-methylpyridin-3-yl)-3-(1H-indazol-6-yl)acrylamide FC(C1=C(C(=NC=C1F)C)NC(\C=C\C1=CC=C2C=NNC2=C1)=O)F